C[SiH](OCCCOCC)CCC Methylpropylethoxypropoxysilane